NCCCC(=O)NCCNC(C1=C(C=C(C=C1)NC=1C=2N(C=CN1)C(=CN2)C=2C(=NNC2)C(F)(F)F)Cl)=O N-[2-(4-aminobutanoylamino)ethyl]-2-chloro-4-[[3-[3-(trifluoromethyl)-1H-pyrazol-4-yl]imidazo[1,2-a]pyrazin-8-yl]amino]benzamide